CN1C2=C(C=3C=CC=CC13)CN(CC2)CCC 5-methyl-2-propyl-2,3,4,5-tetrahydro-1H-pyrido[4,3-b]indole